CC1=NN(C=C1C(=O)O)CC(F)(F)F 3-Methyl-1-(2,2,2-trifluoroethyl)pyrazole-4-carboxylic acid